methyl 4-(2,6-dimethoxyphenyl)-5-[2-(morpholin-4-yl)ethoxy]-6-oxopyran-2-carboxylate COC1=C(C(=CC=C1)OC)C=1C=C(OC(C1OCCN1CCOCC1)=O)C(=O)OC